2-(biphenyl-4-yl)-4,6-bis(4'-(pyridin-2-yl)biphenyl-4-yl)-1,3,5-triazine C1(=CC=C(C=C1)C1=NC(=NC(=N1)C1=CC=C(C=C1)C1=CC=C(C=C1)C1=NC=CC=C1)C1=CC=C(C=C1)C1=CC=C(C=C1)C1=NC=CC=C1)C1=CC=CC=C1